CC1N(C(COC1)C)CC1CCN(CC1)C1=C(N)C=CC=C1F 2-{4-[(3,5-dimethylmorpholin-4-yl)methyl]piperidin-1-yl}-3-fluoroaniline